C1(CCCC1)[Si](OC1CCCC1)(OC1CCCC1)OC1CCCC1 cyclopentyltri(cyclopentoxy)silane